BrC(C(=O)N1CCOCC1)(F)F 2-bromo-2,2-difluoro-1-morpholinoethan-1-one